rac-(3aS,6aS)-1-(6-chloropyridazin-3-yl)-5-ethyl-2,3,3a,4,6,6a-hexahydropyrrolo[3,4-b]pyrrole ClC1=CC=C(N=N1)N1[C@H]2[C@@H](CC1)CN(C2)CC |r|